CN(CCNC1=CC(=C2CN(C(C2=C1)=O)C1CCC(CC1)C(=O)NC1=CC(=C(C=C1)C)OC)C)C (1s,4s)-4-(6-(2-(Dimethylamino)ethylamino)-4-methyl-1-oxoisoindolin-2-yl)-N-(3-methoxy-4-methylphenyl)cyclohexanecarboxamide